6-[5-[[3-[2-(aminomethyl)-3,3-difluoro-allyl]-2-oxo-imidazol-1-yl]methyl]-2-thienyl]-1-methyl-3,4-dihydro-quinolin-2-one NCC(CN1C(N(C=C1)CC1=CC=C(S1)C=1C=C2CCC(N(C2=CC1)C)=O)=O)=C(F)F